5-[[4-chloro-5-[[3-[3-[3-(4-hydroxy-1-piperidyl)propoxy]-2-methyl-phenyl]-2-methyl-phenyl]methoxy]-2-(5-hydroxy-1,4,5,6-tetrahydropyrimidin-2-yl)phenoxy]methyl]pyridine-3-carbonitrile ClC1=CC(=C(OCC=2C=C(C=NC2)C#N)C=C1OCC1=C(C(=CC=C1)C1=C(C(=CC=C1)OCCCN1CCC(CC1)O)C)C)C=1NCC(CN1)O